N,N'-dibenzylethylene-1,2-diamine C1=CC=C(C=C1)CN/C=C/NCC2=CC=CC=C2